CN(CCN1C(=NC2=C1C=C(C=C2)F)C2=NNC1=CC=C(C=C21)C(=O)NCCCNC(OC(C)(C)C)=O)C tert-butyl (3-(3-(1-(2-(dimethylamino)ethyl)-6-fluoro-1H-benzo[d]imidazol-2-yl)-1H-indazole-5-carboxamido)propyl)carbamate